CN1S(OCCC1)(=O)=O 3-methyl-1,2,3-oxathiazinane-2,2-dioxide